1-(1-benzyloxycyclopropyl)-2-(3,4-difluorophenyl)ethanone C(C1=CC=CC=C1)OC1(CC1)C(CC1=CC(=C(C=C1)F)F)=O